NC(C(=O)NCC=1C=C2CN(C(C2=CC1)=O)C1C(NC(CC1)=O)=O)C(C)C 2-amino-N-((2-(2,6-dioxopiperidin-3-yl)-1-oxoisoindolin-5-yl)methyl)-3-methylbutanamide